4-(4-(4-(2-(2-Aminopyridin-3-yl)-3H-imidazo[4,5-b]pyridin-3-yl)benzyl)piperazine-1-carbonyl)picolinonitrile NC1=NC=CC=C1C1=NC=2C(=NC=CC2)N1C1=CC=C(CN2CCN(CC2)C(=O)C2=CC(=NC=C2)C#N)C=C1